4,5-dimethyl-1H-imidazole formate C(=O)O.CC=1N=CNC1C